NC1=NN(C2=CC(=CC(=C12)C1=CC=C(C=C1)N)N1CCN(CC1)C(C(C)C)=O)C 1-(4-(3-amino-4-(4-aminophenyl)-1-methyl-1H-indazol-6-yl)piperazin-1-yl)-2-methylpropan-1-one